4-(cyclopentylamino)phenyl-[4-methyl-3-(trifluoromethyl)phenyl]piperidine-3-carboxamide C1(CCCC1)NC1=CC=C(C=C1)C1N(CCCC1C(=O)N)C1=CC(=C(C=C1)C)C(F)(F)F